(benzyloxy)-2-ethoxy-4-fluorobenzene C(C1=CC=CC=C1)OC1=C(C=C(C=C1)F)OCC